22(R)-hydroxycholesterol O[C@H](CCC(C)C)[C@@H](C)[C@H]1CC[C@H]2[C@@H]3CC=C4C[C@@H](O)CC[C@]4(C)[C@H]3CC[C@]12C